2-(1,1-dioxo-1λ6-isothiazolidin-2-yl)-ethanol O=S1(N(CCC1)CCO)=O